1-(5-(((2S,4R)-1-((3,3-difluorocyclobutyl)methyl)-2-methylpiperidin-4-yl)methyl)pyrazolo[1,5-a]pyridin-3-yl)dihydropyrimidine-2,4(1H,3H)-dione FC1(CC(C1)CN1[C@H](C[C@@H](CC1)CC1=CC=2N(C=C1)N=CC2N2C(NC(CC2)=O)=O)C)F